1-(2,6-difluorophenyl)-4-((4-((1-methylpiperidin-4-yl)oxy)phenyl)amino)-1H-pyrazole-3-carboxamide FC1=C(C(=CC=C1)F)N1N=C(C(=C1)NC1=CC=C(C=C1)OC1CCN(CC1)C)C(=O)N